FC=1C=CC(=NC1)C=1C=C2N(N1)CCC2 2-(5-fluoro-2-pyridinyl)-5,6-dihydro-4H-pyrrolo[1,2-b]Pyrazole